C(C)(C)(C)NS(=O)(=O)C=1C=C(C=CC1)NC(=O)C1=NC=C(N=C1N1CCC2(CC2)CC1)C(C(F)(F)F)(C)O N-(3-(N-(tert-butyl)sulfamoyl)phenyl)-3-(6-azaspiro[2.5]octan-6-yl)-5-(1,1,1-trifluoro-2-hydroxypropan-2-yl)pyrazine-2-carboxamide